5-(1-hydroxy-2-phenyl-ethylidene)-2,2-dimethyl-1,3-dioxane-4,6-dione OC(CC1=CC=CC=C1)=C1C(OC(OC1=O)(C)C)=O